(aminomethyl)-6-chloro-5-(5-methylfuran-2-yl)pyrazin-2-amine NCC=1C(=NC(=C(N1)C=1OC(=CC1)C)Cl)N